1-Fluoro-4-[(4-fluoro-2-methyl-5-nitrophenyl)disulfanyl]-3-methyl-2-nitrobenzene FC1=C(C(=C(C=C1)SSC1=C(C=C(C(=C1)[N+](=O)[O-])F)C)C)[N+](=O)[O-]